4-(4-((1R,5S)-3,8-diazabicyclo[3.2.1]octan-8-yl)-2-(pyridin-3-ylmethyl)quinazolin-7-yl)naphthalen-2-ol [C@H]12CNC[C@H](CC1)N2C2=NC(=NC1=CC(=CC=C21)C2=CC(=CC1=CC=CC=C21)O)CC=2C=NC=CC2